OCCCCCCOC1=CC=C(C=C1)N=NC1=CC=CC=C1 4-(6-hydroxyhexyloxy)azobenzene